N-(diethylphosphono)methacrylamide tert-butyl-N-[(2R,3S)-1-{2-chloro-4-[(thiophen-2-ylmethyl)amino]-7-[2-(trimethylsilyl)ethynyl]furo[3,2-d]pyrimidin-6-yl}-3-fluorobutan-2-yl]carbamate C(C)(C)(C)OC(N[C@H](CC1=C(C=2N=C(N=C(C2O1)NCC=1SC=CC1)Cl)C#C[Si](C)(C)C)[C@H](C)F)=O.C(C)OP(=O)(OCC)NC(C(=C)C)=O